NC1=C(SC=2N=C(N=C(C21)SC)C2=CC=NC=C2)C(=O)N2CCCCC2 (5-amino-4-(methylthio)-2-(pyridin-4-yl)thieno[2,3-d]pyrimidin-6-yl)(piperidin-1-yl)methanone